F[B-](F)(F)F.[Rh+3].F[B-](F)(F)F.F[B-](F)(F)F rhodium tetrafluoroborate salt